FC(OC1=CC(=NC=C1F)N)F 4-(difluoromethoxy)-5-fluoro-pyridin-2-amine